(R)-1-(3-(4,4,5,5-tetramethyl-1,3,2-dioxaborolan-2-yl)phenyl)piperidin-3-ol CC1(OB(OC1(C)C)C=1C=C(C=CC1)N1C[C@@H](CCC1)O)C